NC1=CC2=CN(N=C2C=C1OCC1CC1)C1CCC(CC1)OC1CN(C1)C(C(F)(F)F)=O 1-(3-(((1r,4r)-4-(5-amino-6-(cyclopropylmethoxy)-2H-indazol-2-yl)cyclohexyl)oxy)azetidin-1-yl)-2,2,2-trifluoroethan-1-one